N-(m-tolyl)-1H-pyrazole-3-carboxamide C1(=CC(=CC=C1)NC(=O)C1=NNC=C1)C